3-(5-(3-chlorophenyl)-1-methyl-1H-pyrazol-3-yl)-3-hydroxy-1-methylpyrrolidin-2-one ClC=1C=C(C=CC1)C1=CC(=NN1C)C1(C(N(CC1)C)=O)O